tert-Butyl (3aR,5s,6aS)-5-((6-chloropyridazin-3-yl)oxy)hexahydrocyclopenta[c]pyrrole-2(1H)-carboxylate ClC1=CC=C(N=N1)OC1C[C@@H]2[C@@H](CN(C2)C(=O)OC(C)(C)C)C1